2-(tert-Butyl)-7'-chloro-1'-methylspiro[indole-3,3'-indolin]-2'-one C(C)(C)(C)C1=NC2=CC=CC=C2C12C(N(C1=C(C=CC=C21)Cl)C)=O